tertiary butyl diphenyl-silyl ether C1(=CC=CC=C1)[SiH](C1=CC=CC=C1)OC(C)(C)C